CC1=C(C(=O)NS(=O)(=O)C)C=CC=C1 Methyl-N-(methylsulfonyl)benzamide